fluorine aluminum salt [Al].[F]